CC(=CC[C@H](COC(C=C(C)C)=O)C(=C)C)C 3-methyl-2-butenoic acid (S)-5-methyl-2-(1-propen-2-yl)-4-hexenyl ester